[2-(5-chloro-2-fluorophenyl)pyridin-3-yl]boric acid ClC=1C=CC(=C(C1)C1=NC=CC=C1OB(O)O)F